ClC=1C(=C(C(=C(C1)C(C(=O)O)C)OC(C)C)C=1C=NC(=CC1)C(F)(F)F)C 2-(5-chloro-2-isopropoxy-4-methyl-3-(6-(trifluoromethyl)pyridin-3-yl)phenyl)propanoic acid